C1=CC=C(C(=C1)C2=C3C=C(C(=O)C=C3OC4=C(C(=C(C=C24)Br)O)[Hg])Br)C(=O)O.O The molecule is a xanthene dye that is fluorescein bearing bromine substituents at positions 2 and 7 as well as a hydroxymercurio substituent at position 4. It has a role as an antiseptic drug, a fluorochrome and a histological dye. It is an organobromine compound, a xanthene dye, a member of benzoic acids and an arylmercury compound. It derives from a fluorescein. It is a conjugate acid of a 2,7-dibromo-4-hydroxymercurifluorescein(2-).